IC=1C=NN(C1)CC=O (4-IODO-1H-PYRAZOL-1-YL)ACETALDEHYDE